C1(=CC=C(C=C1)C1=CC(=NC(=C1)C1=CC=CC=C1)C=1C=C(C=CC1)C1=CC(=CC=C1)C1=CC(=CC=C1)Cl)C1=CC=CC=C1 4-([1,1'-biphenyl]-4-yl)-2-(3''-chloro-[1,1':3',1''-terphenyl]-3-yl)-6-phenylpyridine